FC1=C(NC2=[NH+]C=CC=C2)C=CC=C1.C(CCCCC)[P+](CCCCCCCCCCCCCC)(CCCCCC)CCCCCC trihexyl-(tetradecyl)phosphonium 2-(2-fluoroanilino)-pyridinium salt